(R)-4-(((6-(4-fluorophenyl)-4-((1-(2-(trifluoromethyl)pyrimidin-5-yl)ethyl)amino)quinazolin-8-yl)oxy)methyl)piperidine-4-carboxylic acid hydrochloride Cl.FC1=CC=C(C=C1)C=1C=C2C(=NC=NC2=C(C1)OCC1(CCNCC1)C(=O)O)N[C@H](C)C=1C=NC(=NC1)C(F)(F)F